2-methyl-4-(5-(2-methyl-1,2,3,4-tetrahydroisoquinolin-7-yl)-1H-pyrrolo[2,3-b]pyridin-3-yl)but-3-yn-2-ol CC(C)(C#CC1=CNC2=NC=C(C=C21)C2=CC=C1CCN(CC1=C2)C)O